CN[C@@H](CCC)C(=O)N[C@@H]([C@@H](C)CC)C(=O)N1[C@@H](CCC1)C(=O)OC(C)(C)C tert-butyl N-methyl-L-norvalyl-L-isoleucyl-L-prolinate